5-formyl-salicylyl chloride C(=O)C1=CC=C(C(C(Cl)Cl)=C1)O